S1C(=NC2=C1C=CC=C2)NC2=C(C=C(N=N2)N(C=2SC(=C(N2)C(=O)OCC)C2CCNCC2)C)C ethyl 2-({6-[(1,3-benzothiazol-2-yl) amino]-5-methylpyridazin-3-yl} (methyl) amino)-5-(piperidin-4-yl)-1,3-thiazole-4-carboxylate